[Si](C)(C)(C(C)(C)C)OCC1=C(C=C(N)C=C1)C(F)(F)F 4-(((tert-butyldimethylsilyl)oxy)methyl)-3-(trifluoromethyl)aniline